tert-butyl 4-benzyl-2,2-dimethyl-piperazine-1-carboxylate C(C1=CC=CC=C1)N1CC(N(CC1)C(=O)OC(C)(C)C)(C)C